Germanium selenium [Se].[Ge]